SCCC1SCC(SC1)CCCS 2-(2-mercaptoethyl)-5-(3-mercaptopropyl)-1,4-dithiacyclohexane